(4-(trifluoromethyl)thiazol-2-yl)ethanone FC(C=1N=C(SC1)C(C)=O)(F)F